FC(C=1C=C(C(=O)N2C3=C(OCC2)C(=CN=C3)C3=CC=C(C#N)C=C3)C=CC1)(F)F 4-(4-(3-(trifluoromethyl)benzoyl)-3,4-dihydro-2H-pyrido[4,3-b][1,4]oxazin-8-yl)benzonitrile